ClC=1C=C(C=NC1)C1CN(C1)[C@@H]1[C@@H](CCCC1)OC=1C=C2CN(C(C2=CC1)=O)C1C(NC(CC1)=O)=O 3-(5-(((1R,2S)-2-(3-(5-chloro-pyridin-3-yl)azetidin-1-yl)-cyclohexyl)oxy)-1-oxoisoindolin-2-yl)piperidine-2,6-dione